5-((3-chlorophenyl)aminomethylsulfonyl)-4-hydroxy-6-oxo-3,6-dihydropyridine-1(2H)-carboxylic acid tert-butyl ester C(C)(C)(C)OC(=O)N1CCC(=C(C1=O)S(=O)(=O)CNC1=CC(=CC=C1)Cl)O